methyl N-[5-[6-[(3,4-difluorobenzoyl)-methyl-amino]imidazo[1,2-a]pyridin-3-yl]-2-pyridyl]carbamate FC=1C=C(C(=O)N(C=2C=CC=3N(C2)C(=CN3)C=3C=CC(=NC3)NC(OC)=O)C)C=CC1F